CC1(OCC(O1)CO)C 2,2-dimethyl-4-hydroxymethyl-1,3-dioxolan